C1(CCCC1)NC(NC=1C(=C(C2=C(N=C(N=C2)NC2=CC=C(C=C2)N2CCN(CC2)C)N1)C#C[Si](C(C)C)(C(C)C)C(C)C)C)=O 3-Cyclopentyl-1-(6-methyl-2-{[4-(4-methylpiperazin-1-yl)phenyl]amino}-5-[2-(triisopropylsilyl)ethynyl]pyrido[2,3-d]pyrimidin-7-yl)urea